CN(S(=O)(=O)N[C@@H]1[C@@H](N(CC1(F)F)C(=O)N(C)C)CC1=C(C(=CC=C1)C=1N=NC=C(C1)C)F)C (2S,3R)-3-[(dimethylsulfamoyl)amino]-4,4-difluoro-2-{[2-fluoro-3-(5-methylpyridazin-3-yl)phenyl]methyl}-N,N-dimethyl-pyrrolidine-1-carboxamide